2-(3-bromo-4-iodophenyl)thiophene BrC=1C=C(C=CC1I)C=1SC=CC1